4-((6-((2-butyloctyl)oxy)-6-oxohexyl)dimethylammonio)butane-1-sulfonate C(CCC)C(COC(CCCCC[N+](CCCCS(=O)(=O)[O-])(C)C)=O)CCCCCC